C1(CC1)C1=CC(=NN1C(=O)OC(C)(C)C)NC(CC1=NN(C=C1)C1=CC(=C(C=C1)F)F)=O tert-butyl 5-cyclopropyl-3-{2-[1-(3,4-difluorophenyl)pyrazol-3-yl]acetamido}pyrazole-1-carboxylate